C1=CC=CC=2C3=CC=CC=C3C(C12)COC(=O)N[C@H](C(=O)O)CC1=CC(=NC=C1)OC (2S)-2-({[(9H-fluoren-9-yl)methoxy]carbonyl}amino)-3-(2-methoxypyridin-4-yl)propanoic acid